N-(2-hydroxyethyl)-3-[3-(4-phenoxyphenyl)imidazo[1,2-a]pyrazin-6-yl]benzamide OCCNC(C1=CC(=CC=C1)C=1N=CC=2N(C1)C(=CN2)C2=CC=C(C=C2)OC2=CC=CC=C2)=O